7-ethyl-4-(3-(2-ethyl-6-(ethylsulfonyl)pyridin-3-yl)-4-fluorophenyl)-7H-imidazo[4,5-c]Pyridazine C(C)N1C=NC2=C1N=NC=C2C2=CC(=C(C=C2)F)C=2C(=NC(=CC2)S(=O)(=O)CC)CC